[[(Z)-(1-cyano-2-ethoxy-2-oxo-ethylidene)amino]oxy-morpholino-methylene]-dimethyl-ammonium hexafluorophosphate F[P-](F)(F)(F)(F)F.C(#N)/C(/C(=O)OCC)=N/OC(N1CCOCC1)=[N+](C)C